3-chloro-2-(difluoromethyl)-2H-indazole-6-carboxylic acid methyl ester COC(=O)C=1C=CC2=C(N(N=C2C1)C(F)F)Cl